ClC1=C(C=C2C[C@H](N3C(C2=C1)=CC(C(=C3)C(=O)OCC)=O)C(C)C)OCCCOC ethyl (S)-10-chloro-6-isopropyl-9-(3-methoxypropoxy)-2-oxo-6,7-dihydro-2H-pyrido[2,1-a]isoquinoline-3-carboxylate